FC(OC1=CC=C(C=C1)[C@H](C)NC(CN1N=NC2=C(C1=O)C=CC=C2)=O)F (S)-N-(1-(4-(difluoromethoxy)phenyl)ethyl)-2-(4-oxo-benzo[d][1,2,3]triazin-3(4H)-yl)acetamide